1-Tert-butyl (4-(((S)-1-((2S,4R)-4-hydroxy-2-(((S)-1-(4-(4-methylthiazol-5-yl)phenyl)ethyl)carbamoyl)pyrrolidin-1-yl)-3,3-dimethyl-1-oxobutan-2-yl)amino)-4-oxobutyl)(methyl)carbamate O[C@@H]1C[C@H](N(C1)C([C@H](C(C)(C)C)NC(CCCN(C(OC(C)(C)C)=O)C)=O)=O)C(N[C@@H](C)C1=CC=C(C=C1)C1=C(N=CS1)C)=O